ClC1=CC=CC2=C1SC(=C2)C(=O)N[C@@H]2CCO[C@]21O[C@@H]([C@@H]([C@@H]([C@H]1O)N1N=NC(=C1)C1=CC(=C(C(=C1)F)F)F)O)CO 7-chloro-N-((4r,5s,7r,8r,9s,10r)-8,10-dihydroxy-7-(hydroxymethyl)-9-(4-(3,4,5-trifluorophenyl)-1H-1,2,3-triazol-1-yl)-1,6-dioxaspiro[4.5]dec-4-yl)benzo[b]thiophene-2-carboxamide